CC=1C=CC=C2C=CC(=NC12)N1CCC(CC1)C(=O)N 1-(8-methylquinolin-2-yl)piperidine-4-carboxamide